CS(=O)(=O)OCC=1C=C(C=CC1)C=1CN(CC1)C(=O)OC(C)(C)C tert-Butyl 3-(3-(((methylsulfonyl)oxy)methyl)phenyl)-2,5-dihydro-1H-pyrrole-1-carboxylate